ClC1=CC(=NC2=C(C(=NC=C12)C1=CC=CC2=CC=C(C(=C12)C#C[Si](C(C)C)(C(C)C)C(C)C)F)F)C 4-chloro-8-fluoro-7-(7-fluoro-8-((triisopropylsilyl)ethynyl)naphthalen-1-yl)-2-methyl-1,6-naphthyridine